5-bromo-6-methoxy-3-nitropyridine BrC=1C=C(C=NC1OC)[N+](=O)[O-]